N-(4-Fluorobenzyl)benzo[d]isothiazol-3-amine FC1=CC=C(CNC2=NSC3=C2C=CC=C3)C=C1